2-((1R,2R)-1-(2-cyanophenyl)-1-(1H-pyrazol-4-yl)propan-2-yl)-5-hydroxy-N-(isoxazol-4-yl)-1-methyl-6-oxo-1,6-dihydropyrimidine-4-carboxamide C(#N)C1=C(C=CC=C1)[C@@H]([C@@H](C)C=1N(C(C(=C(N1)C(=O)NC=1C=NOC1)O)=O)C)C=1C=NNC1